FC(C=1C(=C(C#N)C=CC1)F)F 3-(Difluoromethyl)-2-fluorobenzonitrile